C(C)(C)(C)C=1SC(=C(N1)C1=C(C(=CC=C1)NS(=O)(=O)C1=C(C=CC=C1F)F)F)C1=NC(=NC=C1)NCCCC(=O)OC Methyl 4-((4-(2-(tert-butyl)-4-(3-((2,6-difluorophenyl)sulfonamido)-2-fluorophenyl)thiazol-5-yl)pyrimidin-2-yl)amino)butanoate